CCOC(=O)[C@@H]1N(C[C@H](CC1)NOCC1=CC=CC=C1)C(=O)OC(C)(C)C (2R,5S)-5-[(benzyloxy)amino]piperidine-1,2-dicarboxylic acid 1-tert-butyl 2-ethyl ester